C(C)(C)(C)OC(=O)N1[C@H](CN([C@@H](C1)CC)CC1=CC=CC=C1)C (2S,5R)-4-benzyl-5-ethyl-2-methylpiperazine-1-carboxylic acid tert-butyl ester